C(C(C)=C)OCC(C(=O)OCCCCCCCC)=C n-octyl α-methallyloxymethylacrylate